eicosenyl-succinic acid C(=CCCCCCCCCCCCCCCCCCC)C(C(=O)O)CC(=O)O